O[C@@H](C(=O)OCC)COC[C@H](C)OC=1C=NN(C(C1C(F)(F)F)=O)CC1=CC=C(C=C1)OC ethyl (R)-2-hydroxy-3-((S)-2-((1-(4-methoxy benzyl)-6-oxo-5-(trifluoromethyl)-1,6-dihydropyridazin-4-yl)oxy)propoxy)propanoate